2,2'-methylenebis[4-methyl-6-(1-methylethyl)phenol] C(C1=C(C(=CC(=C1)C)C(C)C)O)C1=C(C(=CC(=C1)C)C(C)C)O